tert-Butyl N-[1-[4-(3-chloro-2-fluoro-phenoxy)quinazolin-6-yl]azetidin-3-yl]carbamate ClC=1C(=C(OC2=NC=NC3=CC=C(C=C23)N2CC(C2)NC(OC(C)(C)C)=O)C=CC1)F